C(#N)CC=1C=C(C(=NC1)C(=O)OC)SCC methyl 5-(cyanomethyl)-3-ethylsulfanyl-pyridine-2-carboxylate